[C@H]12COC[C@H](CC1)N2C=2SC(=C(N2)C=2C(=C(C=CC2)C2N(CC1=C(C=CC=C21)OC)S(=O)(=O)N)F)C2=NC(=NC=C2)NC2CC1(CS(C1)(=O)=O)C2 (3-(2-((1R,5S)-3-oxa-8-azabicyclo[3.2.1]octan-8-yl)-5-(2-((2,2-dioxido-2-thiaspiro[3.3]heptan-6-yl)amino)pyrimidin-4-yl)thiazol-4-yl)-2-fluorophenyl)-4-methoxyisoindoline-2-sulfonamide